trans-benzyl 1-(4-(2-aminocyclopropyl)phenylamino)-4-methyl-1-oxopentan-2-ylcarbamate N[C@H]1[C@@H](C1)C1=CC=C(C=C1)NC(C(CC(C)C)NC(OCC1=CC=CC=C1)=O)=O